FC(C=1C=C(C=C(C1)C(F)(F)F)C1=NN(C=N1)/C=C(/C(=O)N)\C=1C=NC=NC1)(F)F (E)-3-(3-(3,5-bis(trifluoromethyl)phenyl)-1H-1,2,4-triazol-1-yl)-2-(pyrimidin-5-yl)acrylamide